3-cyclopropyl-1-fluoro-N-(2-fluoro-2-methylpropyl)-7-[[6-(3-hydroxyoxetan-3-yl)pyridin-3-yl]amino]-7,8-dihydro-6H-cyclopenta[g]isoquinoline-5-sulfonamide C1(CC1)C=1N=C(C=2C=C3C(=C(C2C1)S(=O)(=O)NCC(C)(C)F)CC(C3)NC=3C=NC(=CC3)C3(COC3)O)F